N1(C=NC=C1)C=1C=C(C(=O)NC2C(CC(CC2)(C)C)C)C=CN1 2-(1H-imidazol-1-yl)-N-(2,4,4-trimethylcyclohexyl)isonicotinamide